1λ4-thiane-4-carboxamide [SH2]1CCC(CC1)C(=O)N